FC1=CC=C(C=N1)C1=CC(=NC(=N1)C=1C=NC=CC1)N1C[C@H](CC1)O (S)-1-(6-(6-Fluoropyridin-3-yl)-2-(pyridin-3-yl)pyrimidin-4-yl)pyrrolidin-3-ol